C1(CCCC1)N[C@@H]1[C@H](CCCC1)CC=1C=C2CN(C(C2=CC1)=O)C1C(NC(CC1)=O)=O 3-(5-(((1R,2S)-2-(cyclopentylamino)cyclohexyl)methyl)-1-oxoisoindolin-2-yl)piperidine-2,6-dione